2-(2-methyl-1H-imidazol-1-yl)ethanol methyl-2-[3-[[tert-butyl-(dimethyl)silyl]oxymethyl]-5-methyl-pyrazol-1-yl]acetate CC(C(=O)OCCN1C(=NC=C1)C)N1N=C(C=C1C)CO[Si](C)(C)C(C)(C)C